CC1=CC(=NN1)NC1=NC(=C2C=CC=NC2=C1)NC1CC2CCC(C1)N2C[C@@H]2C[C@H](C2)C#N (trans)-3-(((3-exo)-3-((7-((5-methyl-1H-pyrazol-3-yl)amino)-1,6-naphthyridin-5-yl)amino)-8-azabicyclo[3.2.1]oct-8-yl)methyl)cyclobutane-1-carbonitrile